C(COCCOCCO)O triethylen glycol